OCCCC[N+]1=CC=C(C=C1)CCCCO 1,4-bis(4-hydroxybutyl)pyridinium